C(=O)(OC(C)(C)C)N[C@@H](CO)C(=O)O N-Bocserine